rel-4-(N-((1R,2R,3S)-8'-(azetidin-1-yl)-2-fluoro-3-methyl-4'H-spiro[cyclopropane-1,5'-naphtho[2,1-d]isoxazol]-3'-yl)sulfamoyl)-3,5-dimethoxy-N-methylbenzamide N1(CCC1)C1=CC=C2[C@]3(CC=4C(=NOC4C2=C1)NS(=O)(=O)C1=C(C=C(C(=O)NC)C=C1OC)OC)[C@@H]([C@H]3C)F |o1:8,35,36|